FC1=CC=C(C=C1)C1(CN(C1)C(=O)N)CNC1=CC(=NC=2N1N=C(C2)C(F)(F)F)C([2H])([2H])[2H] 3-(4-Fluorophenyl)-3-(((5-(methyl-d3)-2-(trifluoromethyl)pyrazolo[1,5-a]pyrimidin-7-yl)amino)methyl)azetidine-1-carboxamide